nonene (propionate) C(CC)(=O)O.C=CCCCCCCC